C(=O)OC1=NC=C(C2=C(C=CC=C12)S(=O)(=O)N1C(CNCCC1)C)C1CC1 4-cyclopropyl-5-((2-methyl-1,4-diazepan-1-yl)sulfonyl)isoquinolin-1-ol formate